2-ethoxy-4-(4,4,5,5-tetramethyl-1,3,2-dioxaborolan-2-yl)benzamide C(C)OC1=C(C(=O)N)C=CC(=C1)B1OC(C(O1)(C)C)(C)C